((2R,3S,4R)-3,4,5-trihydroxy-3-vinyltetrahydrofuran-2-yl)benzoic acid methyl ester COC(C1=C(C=CC=C1)[C@H]1OC([C@@H]([C@]1(C=C)O)O)O)=O